tert-butylethylcarbodiimide C(C)(C)(C)N=C=NCC